benzyl (1-((1-(2-fluoro-4-nitrophenyl)azetidin-3-yl)methyl)piperidin-4-yl)carbamate FC1=C(C=CC(=C1)[N+](=O)[O-])N1CC(C1)CN1CCC(CC1)NC(OCC1=CC=CC=C1)=O